5-Chloro-thiophene-2-sulfonic acid [3-(4-amino-7-methyl-7H-pyrrolo[2,3-d]pyrimidin-5-yl)-2-fluoro-phenyl]-amide NC=1C2=C(N=CN1)N(C=C2C=2C(=C(C=CC2)NS(=O)(=O)C=2SC(=CC2)Cl)F)C